Bis(diethyl-phosphino)ethan C(C)P(CC)C(C)P(CC)CC